C[Si](O[Nb](O[Si](C)(C)C)(O[Si](C)(C)C)(O[Si](C)(C)C)O[Si](C)(C)C)(C)C penta(trimethylsiloxy)niobium